CC(=O)OC[C@@H]1[C@H]([C@@H]([C@](O1)(COC(=O)C)O[C@@H]2[C@@H]([C@H]([C@@H]([C@H](O2)CO)OC(=O)C)OC(=O)C)OC(=O)C)OC(=O)C)OC(=O)C sucrose heptaacetate